(S)-benzyl 3-(3-benzyl-3-methylureido)-2-(2,6-dichloro-4-(3-chlorobenzylcarbamoyl)benzamido)propanoate C(C1=CC=CC=C1)N(C(NC[C@@H](C(=O)OCC1=CC=CC=C1)NC(C1=C(C=C(C=C1Cl)C(NCC1=CC(=CC=C1)Cl)=O)Cl)=O)=O)C